(R)-N-(2,4-dimethoxybenzyl)-4-(3-(dimethylamino)-3-(3-(trifluoro-methyl)phenethyl)piperidin-1-yl)-2,6-dimethyl-N-(pyrimidin-4-yl)benzenesulfonamide COC1=C(CN(S(=O)(=O)C2=C(C=C(C=C2C)N2C[C@](CCC2)(CCC2=CC(=CC=C2)C(F)(F)F)N(C)C)C)C2=NC=NC=C2)C=CC(=C1)OC